Cl.N[C@H]1CS(CC1)(=O)=O (R)-3-aminotetrahydrothiophene 1,1-dioxide hydrochloride